3-(4-((1-(6-(3-(7-(4-(2-hydroxyethyl)piperazin-1-yl)-2-methyl-3-phenyl-pyrazolo[1,5-a]pyrimidin-5-yl)phenyl)hexanoyl)piperidin-4-yl)ethynyl)-1-oxoisoindolin-2-yl)-piperidine-2,6-dione OCCN1CCN(CC1)C1=CC(=NC=2N1N=C(C2C2=CC=CC=C2)C)C=2C=C(C=CC2)CCCCCC(=O)N2CCC(CC2)C#CC2=C1CN(C(C1=CC=C2)=O)C2C(NC(CC2)=O)=O